1-(4-((1R,2R)-2-(4,4-difluorocyclohexyl)-6-hydroxy-1,2,3,4-tetrahydronaphthalen-1-yl)phenyl)piperidine-4-Formaldehyde FC1(CCC(CC1)[C@@H]1[C@@H](C2=CC=C(C=C2CC1)O)C1=CC=C(C=C1)N1CCC(CC1)C=O)F